1-(2-Amino-6-(3-methoxyphenyl)pyrimidin-4-yl)pyrrolidin-3-ol NC1=NC(=CC(=N1)N1CC(CC1)O)C1=CC(=CC=C1)OC